O[C@@H]1CN(C[C@H]1O)C1=C(C=C2C(C(=CN(C2=N1)C1=C(C=C(C=C1F)F)F)C(=O)NC(CC)(CC)C)=O)F 7-[(3R,4R)-3,4-dihydroxypyrrolidin-1-yl]-6-fluoro-N-(3-methylpent-3-yl)-4-oxo-1-(2,4,6-trifluorophenyl)-1,4-dihydro-1,8-naphthyridine-3-carboxamide